C[C@@H]1CN(CCC1)CC1=C2C(=NC(=C1)C(=O)OC)C=CN2 methyl (S)-7-((3-methylpiperidin-1-yl) methyl)-1H-pyrrolo[3,2-b]pyridine-5-carboxylate